CC1=CN=C(S1)C=1C=C(C(=O)N[C@H](C)C=2N=NC(=CC2)C(F)(F)F)C=C(C1)OCC#C 3-(5-Methyl-1,3-thiazol-2-yl)-5-(prop-2-yn-1-yloxy)-N-[(1R)-1-[6-(trifluoromethyl)pyridazin-3-yl]ethyl]benzamide